C(C)(C)(C)OC(=O)N[C@@H](C(=O)NCC1=CC=CC=C1)COC (R)-2-((tert-butoxy)carbonylamino)-N-benzyl-3-methoxypropionamide